C(C)C(COCC(CCCC)CC)CCCC di-(2-ethylhexyl) ether